CN(C1=CC(=C(C=C1)C1CC(NC=2C=C3C(=CC12)OCCO3)=O)OCC(C)C)C 9-(4-(dimethylamino)-2-isobutoxyphenyl)-2,3,8,9-tetrahydro-[1,4]dioxino[2,3-g]quinolin-7(6H)-one